((2S,5R)-2,5-dimethylpiperazine-1,4-diyl)bis((2-fluoro-4-methoxyphenyl)methanone) C[C@@H]1N(C[C@H](N(C1)C(=O)C1=C(C=C(C=C1)OC)F)C)C(=O)C1=C(C=C(C=C1)OC)F